IC=1C=C(SC1)CC1(C2=NCN([C@H]3[C@H](O)[C@H](O)[C@@H](CO)O3)C2=NC=N1)N 6-[(4-iodothiophen-2-yl)methyl]adenosine